O=C(C(=O)[O-])CCCCCCCCCCCCCCCC oxostearate